OC1=C(C=C(C=C1)CC(C)=O)OC 1-(4-hydroxy-3-methoxyphenyl)propanone